N1C(=CC=C1)CC(=O)O 2-(1H-pyrrol-2-yl)acetic acid